O1C(CCCC1)N1N=CC(=C1)C=1C=NC2=CC=C(C=C2N1)O 3-(1-(tetrahydro-2H-pyran-2-yl)-1H-pyrazol-4-yl)quinoxaline-6-ol